(1-(1-(3-(1-(4-chloro-3-(2,4-dioxotetrahydropyrimidin-1(2H)-yl)benzoyl)piperidin-4-yl)propyl)piperidin-4-yl)-3-(difluoromethyl)-1H-pyrazol-4-yl)pyrazolo[1,5-a]pyrimidine-3-carboxamide ClC1=C(C=C(C(=O)N2CCC(CC2)CCCN2CCC(CC2)N2N=C(C(=C2)C2=NN3C(N=CC=C3)=C2C(=O)N)C(F)F)C=C1)N1C(NC(CC1)=O)=O